ClC1=CC(=C(OCC=2C=NC=C(C#N)C2)C=C1OCC=1C(=C(C=CC1)C1=C(C(=CC=C1)C1=CC(=CC=C1)OCCNCCO)C)C)CN[C@@H]1[C@H](CCCC1)O 5-((4-chloro-2-((((1S,2S)-2-hydroxycyclohexyl)amino)methyl)-5-((3''-(2-((2-hydroxyethyl)amino)ethoxy)-2,2'-dimethyl-[1,1':3',1''-terphenyl]-3-yl)methoxy)phenoxy)methyl)nicotinonitrile